ClC1=NN2C(C(=N1)N[C@@H]1[C@H]([C@@H]3C4CC4[C@H]1CC3)C(=O)OCC)=CC=C2CO ethyl (1R,5S,6S,7S)-7-((2-chloro-7-(hydroxymethyl)pyrrolo[2,1-f][1,2,4]triazin-4-yl)amino)tricyclo[3.2.2.02,4]nonane-6-carboxylate